3-Bromoimidazo[1,2-a]pyrimidine-7-carboxylic acid ethyl ester C(C)OC(=O)C1=NC=2N(C=C1)C(=CN2)Br